(2S,3R,4R,5R)-5-(acetoxymethyl)tetrahydrofuran C(C)(=O)OC[C@H]1CCCO1